OCC1CN(C1)C=1C=CC=C2C(=CN=CC12)N1C(N(C(CC1)=O)CC1=CC=C(C=C1)OC)=O 1-(8-(3-(hydroxymethyl)azetidin-1-yl)isoquinolin-4-yl)-3-(4-methoxybenzyl)dihydropyrimidine-2,4(1H,3H)-dione